NC([C@@H](C)NC(OCC1=CC=CC=C1)=O)=O benzyl (R)-(1-amino-1-oxopropan-2-yl)carbamate